OC1=CC=C(C=C1)C(CCCCCCCCCCCC)C1=CC=C(C=C1)O 1,1-Bis(4-hydroxyphenyl)-n-tridecane